C(C)(C)(C)C=1C=C(C=C(C1O)C(C)(C)C)CCC(=O)C(C(=O)N)(CCCC(=O)N)C(CCC1=CC(=C(C(=C1)C(C)(C)C)O)C(C)(C)C)=O bis(3,5-di-tert-butyl-4-hydroxyphenylpropionyl)adipamide